CS(=O)(=O)C1=CC=C(CNC(C2=CC(=CC=C2)C(F)(F)F)=O)C=C1 N-(4-(methylsulfonyl)benzyl)-3-(trifluoromethyl)benzamide